C(C)(C)(C)OC(=O)N(C1=C(C(=O)OCC)C=C(C=C1)P(=O)(C)C)CC#C ethyl 2-((tert-butoxycarbonyl)(prop-2-yn-1-yl)amino)-5-(dimethylphosphoryl)benzoate